[1-sec-Butyl-5-(5-methyl-[1,3,4]oxadiazol-2-yl)-1H-pyrazolo[4,3-d]pyrimidin-7-yl]-((R)-cyclopropyl-quinolin-3-yl-methyl)-amin C(C)(CC)N1N=CC=2N=C(N=C(C21)N[C@@H](C=2C=NC1=CC=CC=C1C2)C2CC2)C=2OC(=NN2)C